CC=1SC=CC1 2-methylthiophene